ClC1=NC=CC(=N1)C#CC1CC1 2-chloro-4-(2-cyclopropylethynyl)pyrimidine